C1(CCCC1)NC1=CC=C2C(NC=NC2=C1)=O 7-(cyclopentylamino)quinazolin-4(3H)-one